N-AcetoxyMethacrylamide C(C)(=O)ONC(C(=C)C)=O